(2R,4S)-N-((2S)-1-((2-amino-6,7-dihydro-5H-cyclopenta[b]pyridin-5-yl)amino)-1-oxopropan-2-yl)-4-(2-fluorophenyl)piperidine-2-carboxamide NC1=CC=C2C(=N1)CCC2NC([C@H](C)NC(=O)[C@@H]2NCC[C@@H](C2)C2=C(C=CC=C2)F)=O